N-(2-(3''-chloro-4''-((3,5-difluoropyridin-2-yl)methoxy-d2)-5',6''-dimethyl-2,2''-Dicarbonyl-2H,2''H-[1,2':4',1''-terpyridine]-3-yl)propan-2-yl)acetamide ClC=1C(N(C(=CC1OC([2H])([2H])C1=NC=C(C=C1F)F)C)C1=CC(=NC=C1C)N1C(C(=CC=C1)C(C)(C)NC(C)=O)=C=O)=C=O